6-(6-chloro-2,5-dimethyl-pyrimidin-4-yl)-3-[1-(cyclopropylmethyl)pyrazol-4-yl]-7,8-dihydro-5H-1,6-naphthyridine ClC1=C(C(=NC(=N1)C)N1CC=2C=C(C=NC2CC1)C=1C=NN(C1)CC1CC1)C